(6R)-6-amino-5-oxo-1,4-diazepan-1-carboxylic acid phenylmethyl ester hydrochloride Cl.C1(=CC=CC=C1)COC(=O)N1CCNC([C@@H](C1)N)=O